(R)-3-(2-thienylethylamino)azepane-1-carboxylic acid tert-butyl ester C(C)(C)(C)OC(=O)N1C[C@@H](CCCC1)NCCC=1SC=CC1